(Z)-N-(4-(1H-tetrazol-5-yl)phenyl)-4-(5-(2-hydroxy-3-methylbenzylidene)-2,4-dioxothiazolidin-3-yl)butanamide N1N=NN=C1C1=CC=C(C=C1)NC(CCCN1C(S\C(\C1=O)=C/C1=C(C(=CC=C1)C)O)=O)=O